Methyl β-D-galactopyranosyl-(1→3)-2-acetamido-2-deoxy-α-D-galactopyranoside [C@@H]1([C@H](O)[C@@H](O)[C@@H](O)[C@H](O1)CO)O[C@@H]1[C@H]([C@@H](OC)O[C@@H]([C@@H]1O)CO)NC(C)=O